N1(CCCC1)CCCCN1CCCC1 1,4-bis(pyrrolidin-1-yl)butane